N(=[N+]=[N-])C(C(F)(F)F)C1=CC(C(=CO1)OCC1CCN(CC1)C(=O)OC(C)(C)C)=O tert-butyl 4-(((6-(1-azido-2,2,2-trifluoroethyl)-4-oxo-4H-pyran-3-yl)oxy)methyl)piperidine-1-carboxylate